C(C1C(C(=O)OCC2CO2)CC2C(=C1)O2)(=O)OCC2CO2 diglycidyl 4,5-epoxytetrahydrophthalate